BrC1=CC(=C(C=C1)C)C(F)(F)F 4-bromo-1-methyl-2-(trifluoromethyl)benzene